(Z)-N-methyl-N'-nitrohydrazinecarboximidamide CN/C(=N/[N+](=O)[O-])/NN